tert-butyl 4-(3-(1-(4-chloro-3-(2,4-dioxotetrahydropyrimidin-1(2H)-yl)benzoyl)piperidin-4-yl)propyl)piperidine-1-carboxylate ClC1=C(C=C(C(=O)N2CCC(CC2)CCCC2CCN(CC2)C(=O)OC(C)(C)C)C=C1)N1C(NC(CC1)=O)=O